C(C)(C)(C)OC(=O)C1=C(C=CC=C1)B(O)O (2-(t-butoxycarbonyl)phenyl)boronic acid